OC1=NC(=CC(=C1)O)C 2,4-dihydroxy-6-methylpyridine